C(CCC)[Sn](C=1SC=C(C1)CC(CCCC)CC)(CCCC)CCCC tributyl-(4-(2-ethylhexyl)thiophen-2-yl)stannane